CN([C@H]1CN(CC1)Cl)C (3R)-3-dimethylaminopyrrolidin-1-yl chloride